CN(S(=O)(=O)C=1C=C(C(=O)NC2=CC=C(C=C2)C)C=CC1)C1=CC=C(C=C1)C 3-(N-methyl-N-(p-tolyl)sulfamoyl)-N-(p-tolyl)benzamide